ClC=1C=C(C=CC1C#N)N1N=C2C=3C=CC(=NC3CC[C@@H]2[C@@H]1C1CCCC1)C(=O)O (3s,3ar)-2-(3-chloro-4-cyanophenyl)-3-cyclopentyl-3,3a,4,5-tetrahydro-2H-pyrazolo[3,4-f]quinoline-7-carboxylic acid